2-(tert-Butoxycarbonyl)-N6-(3-azidopropionyl)lysine C(C)(C)(C)OC(=O)[C@](N)(CCCCNC(CCN=[N+]=[N-])=O)C(=O)O